isopropyl-(phenyl)aminothiofluoride C(C)(C)N(SF)C1=CC=CC=C1